lauryldimethylpropylmethacrylamidoammonium chloride [Cl-].C(CCCCCCCCCCC)C=C(C(=O)N[N+](CCC)(C)C)C